N-[[6-(4-Ethoxyphenoxy)-2-pyridyl]sulfonyl]-2-(2,2,4-trimethylpyrrolidin-1-yl)pyridin-3-carboxamid C(C)OC1=CC=C(OC2=CC=CC(=N2)S(=O)(=O)NC(=O)C=2C(=NC=CC2)N2C(CC(C2)C)(C)C)C=C1